Cl.OC[C@@H]1CO[C@@H](CN1)C(=O)NC(C)(C)C1=NOC2=C1C=CC=C2C (2S,5R)-5-(hydroxymethyl)-N-(2-(7-methylbenzo[d]isoxazol-3-yl)propan-2-yl)morpholine-2-carboxamide hydrochloride